C(=C/C1=CC=CC=C1)/C1=NS(C2=C1C=CC=C2)(=O)=O (Z)-3-styrylbenzisothiazole 1,1-dioxide